C(C1=CC=CC=C1)N(CCCS(=O)(=O)O)CC(C1=NC=CC=C1)O.F[C@@H]1[C@@]2(C1)CN(C(C1=CC=C(C=C12)I)=O)CC(=O)NC1=NC=C(C=N1)F 2-[(2's,4r)-2'-fluoro-6-iodo-1-oxospiro[3H-isoquinoline-4,1'-cyclopropan]-2-yl]-N-(5-fluoropyrimidin-2-yl)acetamide 2-[benzyl-[2-hydroxy-2-(2-pyridyl)ethyl]amino]ethyl-methanesulfonate